1-(dimethylamino)propan CN(CCC)C